N''-tert-butyl-N,N,N',N'-tetramethyl-guanidine C(C)(C)(C)N=C(N(C)C)N(C)C